2-[(3-benzyloxyphenyl)methyl]-N-(cycloheptylmethyl)-7-fluoro-1H-benzimidazole-5-carboxamide C(C1=CC=CC=C1)OC=1C=C(C=CC1)CC1=NC2=C(N1)C(=CC(=C2)C(=O)NCC2CCCCCC2)F